ClC1=C(C=CC=C1N1N=C2C(CN(CC2)C(=O)OC(C)(C)C)=C1)C1=C(C(=CC=C1)C=1OC2=C(N1)C=C(C=C2C#N)C=O)C tert-butyl 2-(2-chloro-3'-(7-cyano-5-formylbenzo[d]oxazol-2-yl)-2'-methylbiphenyl-3-yl)-6,7-dihydro-2H-pyrazolo[4,3-c]pyridine-5(4H)-carboxylate